4-(5-(4-(1-isopropylpiperidin-4-yl)piperazin-1-yl)-3-methyl-1H-indol-2-yl)-1H-pyrrolo[2,3-b]pyridine C(C)(C)N1CCC(CC1)N1CCN(CC1)C=1C=C2C(=C(NC2=CC1)C1=C2C(=NC=C1)NC=C2)C